(S)-2-(2-(4'-Fluoro-2'-(4-methyl-4H-1,2,4-triazol-3-yl)-[1,1'-biphenyl]-3-yl)-7-(trifluoromethyl)benzo[d]oxazol-5-yl)-2-methoxyethan-1-ol FC1=CC(=C(C=C1)C1=CC(=CC=C1)C=1OC2=C(N1)C=C(C=C2C(F)(F)F)[C@@H](CO)OC)C2=NN=CN2C